BrC=1C=C(C=C(C1OC)Br)CC(=O)NCCCCCN(C)C 2-(3,5-dibromo-4-methoxyphenyl)-N-(5-dimethylaminopentyl)acetamide